S1C=NC(=C1)C=1C=CC2=C(N=C(O2)C2=CC(=NC=C2)C=O)C1 (4-(5-(thiazol-4-yl)benzo[d]oxazol-2-yl)pyridin-2-yl)methanone